NC1=C(C=NC(=C1Cl)N1N=C2C=CC=C(C2=C1)Cl)Cl 4-amino-3,5-dichloro-6-(4-chloro-2H-indazol-2-yl)pyridine